[N+](=O)([O-])C=1C=C2C(=NNC2=CC1)C1=CC(=NC=C1)N1CCN(CC1)CC1CCN(CC1)C1CCNCC1 5-nitro-3-[2-[4-[[1-(4-piperidyl)-4-piperidyl]methyl]piperazin-1-yl]-4-pyridyl]-1H-indazole